CC1=C(C=C(N=N1)C=1C(NC(NC1)=O)=O)N1CCCCC1 5-(6-methyl-5-(piperidin-1-yl)pyridazin-3-yl)pyrimidine-2,4(1H,3H)-dione